2-bromo-6-nitrobenzimidazole BrC=1NC2=C(N1)C=C(C=C2)[N+](=O)[O-]